B(OCC)(OCC)OCC Triethyl borate